ClC=1C2=C(N=C(N1)C1=CC=CC=C1)CN(CC2)C(=O)OCCCC butyl 4-chloro-2-phenyl-6,8-dihydro-5H-pyrido[3,4-d]pyrimidine-7-carboxylate